saccharin sulfur [S].S1(=O)(=O)NC(=O)C2=CC=CC=C12